FC1=CC=C2C=C(N=C(C2=C1)OC)C1CC(COC1)N1CCN(CC1)C=1C=CC(=NC1)C(=O)NC 5-(4-(5-(7-fluoro-1-methoxyisoquinolin-3-yl)tetrahydro-2H-pyran-3-yl)piperazin-1-yl)-N-methylpicolinamide